(E)-1-(cyanoimino)-1,2,3,5-tetrahydro-4H-1λ4-benzo[f][1,4]thiazepine-4-carboxylic acid tert-butyl ester C(C)(C)(C)OC(=O)N1CC\S(\C2=C(C1)C=CC=C2)=N/C#N